OC1=C2[C@H]3[C@H](C(OC2=CC(=C1C(=O)NCC=1C=NC=CC1)CCCCC)(C)C)CCC(=C3)C (6aR,10aR)-1-hydroxy-6,6,9-trimethyl-3-pentyl-N-(pyridin-3-ylmethyl)-6a,7,8,10a-tetrahydro-6H-benzo[c]chromene-2-carboxamide